(S)-2-(1-(3-chlorophenyl)-1H-pyrazol-4-yl)-N-(3-(oxetan-3-yl)-1H-pyrazol-5-yl)propanamide ClC=1C=C(C=CC1)N1N=CC(=C1)[C@@H](C(=O)NC1=CC(=NN1)C1COC1)C